C(C)(C)(C)C1=C(C=CC(=C1)C(C)(C)C)OC(C1=CC(=C(C(=C1)C(C)(C)C)O)C(C)(C)C)=O 2,4-di-tertbutylphenyl-3,5-di-tert-butyl-4-hydroxybenzoate